3-(8-chloronaphthalen-1-yl)-8-((S)-2-methylpiperazin-1-yl)-6-(((S)-1-methylpyrrolidin-2-yl)methoxy)-2-(trifluoromethyl)-2,3-dihydropyrimido[5,4-d]Pyrimidin-4(1H)-one ClC=1C=CC=C2C=CC=C(C12)N1C(NC2=C(C1=O)N=C(N=C2N2[C@H](CNCC2)C)OC[C@H]2N(CCC2)C)C(F)(F)F